C1(=CC=CC=C1)C1=CC=C(C=C1C(C)(C)C)C1=NNC=N1 4-phenyl-5-tert-butyl-phenyl-1,2,4-triazole